ClC1=NC=C(C(=N1)O[C@@H]1[C@H](CC1)COC=1C(=NN(C1N)C1CC1)C)C(F)(F)F |r| 4-(((1R,2S)- and (1S,2R)-2-((2-Chloro-5-(trifluoromethyl)pyrimidin-4-yl)oxy)cyclobutyl)methoxy)-1-cyclopropyl-3-methyl-1H-pyrazol-5-amine